N1CCC(CC1)OC=1C=C2CN(CC2=CC1)ON1CC2=CC=C(C=C2C1)OC1CCNCC1 5-(piperidin-4-yloxy)-2,3-dihydro-1H-isoindol-2-ylether